N-(5-(6-ethyl-2,6-diazaspiro[3.3]hept-2-yl)pyridin-2-yl)-5-fluoro-4-(3-isopropyl-3H-thieno[2,3-d]imidazol-5-yl)pyrimidin-2-amine C(C)N1CC2(CN(C2)C=2C=CC(=NC2)NC2=NC=C(C(=N2)C2=CC3=C(N(C=N3)C(C)C)S2)F)C1